C1(CC1)[C@@H](C(C)(C)O)N1CC2=CC=CC(=C2C1=O)NC(=O)C=1C2=CN(N=C2C=CC1)C (S)-N-(2-(1-cyclopropyl-2-hydroxy-2-methylpropyl)-3-oxoisoindolin-4-yl)-2-methyl-2H-indazole-4-carboxamide